6-[4-[acetyl(cyclopropylmethyl)amino]-3-chloro-phenyl]-N-[2-(1-piperidyl)ethyl]pyridine-3-carboxamide C(C)(=O)N(C1=C(C=C(C=C1)C1=CC=C(C=N1)C(=O)NCCN1CCCCC1)Cl)CC1CC1